C(C1=CC=CC=C1)OC=1C=CC2=C(C(=C(O2)C)C(=O)NCC2NC(CC2)=O)C1 5-(benzyloxy)-2-methyl-N-((5-oxopyrrolidin-2-yl)methyl)benzofuran-3-carboxamide